1-(5-fluoropyridin-2-yl)-N-methylmethanamine FC=1C=CC(=NC1)CNC